(2-(7-fluoronaphthalen-1-yl)ethyl)-N-methylcyclopropylamine FC1=CC=C2C=CC=C(C2=C1)CCN(C)C1CC1